trimethyl-(methylsulfonyl-methyl)silane C[Si](CS(=O)(=O)C)(C)C